COCCNC1=CC(=NC=N1)NC1=CC2=C(C(NC23CCCCC3)=O)S1 2'-((6-((2-methoxyethyl)amino)pyrimidin-4-yl)amino)spiro[cyclohexane-1,4'-thieno[2,3-c]pyrrol]-6'(5'H)-one